3-(2-(4-benzoylpiperazin-1-yl)ethyl)-2H-benzo[e][1,3]oxazine-2,4(3H)-dione C(C1=CC=CC=C1)(=O)N1CCN(CC1)CCN1C(OC2=C(C1=O)C=CC=C2)=O